FC1=CC=C(C(=O)NC=2C=CC3=C(C(=CS3)C3CCN4CCCCC4CC3)C2)C=C1 5-(4-fluorobenzoyl)amino-3-(1-azabicyclo[5.4.0]undecan-4-yl)-benzothiophene